C(#N)C1=CC=C(C=C1)C1=CC=C(C=C1)OCCCCC 4-cyano-4'-pentyloxybiphenyl